(7S,7aS)-7-(2-methoxyphenyl)-1-toluenesulfonyl-2,3,5,6,7,7a-hexahydro-1H-indole COC1=C(C=CC=C1)[C@@H]1CCC=C2CCN([C@@H]12)S(=O)(=O)CC1=CC=CC=C1